OC[C@H](C1=CC=CC=C1)NC1=NC(=NC=C1C(=O)OCC)NC1=CC(=C(C=C1)C(NC)=O)C Ethyl 4-[[(1S)-2-hydroxy-1-phenyl-ethyl]amino]-2-[3-methyl-4-(methylcarbamoyl)anilino]pyrimidine-5-carboxylate